CN(C(OC(C)(C)C)=O)OCCC(F)(F)F 1,1-di(methyl)ethyl N-methyl-N-[3,3,3-tris(fluoranyl)propoxy]carbamate